(S)-6-(cyclopropanecarboxamido)-4-((4-methoxy-1-methyl-5-(2,2,2-trifluoro-1-(methoxy-d3)ethyl)-1H-indazol-3-yl)amino)-N-(methyl-d3)nicotinamide C1(CC1)C(=O)NC1=NC=C(C(=O)NC([2H])([2H])[2H])C(=C1)NC1=NN(C2=CC=C(C(=C12)OC)[C@@H](C(F)(F)F)OC([2H])([2H])[2H])C